(5RS)-2-(2,3-Dihydro-1H-inden-5-ylmethyl)-5-(pyrrolidin-1-ylcarbonyl)-5,6,7,8-tetrahydro[1,2,4]triazolo[4,3-a]pyridin-3(2H)-one C1CCC2=CC(=CC=C12)CN1N=C2N([C@H](CCC2)C(=O)N2CCCC2)C1=O |r|